C(#N)C(C)OP(=O)(OC(C)C#N)OC(C)C#N tris(1-cyanoethyl)phosphate